Heptadecan-9-Yl 9-Hydroxyicosanoate OC(CCCCCCCC(=O)OC(CCCCCCCC)CCCCCCCC)CCCCCCCCCCC